FC(C(C(F)(F)[Si](N(C)C)(C)C)(F)F)(CCC(F)(F)F)F nonafluorohexyldimethyl-(dimethylamino)silane